ClC1=CC(=C(S1)C(=O)NCC1=NC=CC=C1)NC(C1=CC(=C(C=C1)O)Cl)=O 5-chloro-3-(3-chloro-4-hydroxybenzamido)-N-(pyridin-2-ylmethyl)thiophene-2-carboxamide